(2-bromo-5-(trifluoromethoxy)phenyl)(tert-butyloxycarbonyl)carbamic acid tert-butyl ester C(C)(C)(C)OC(N(C(=O)OC(C)(C)C)C1=C(C=CC(=C1)OC(F)(F)F)Br)=O